P(=O)(O)(O)N[C@@H](CC(=O)O)C(=O)O phosphoaspartic acid